[Cl-].CN1C=[N+](C=C1)CC1=CC=C(C=C1)C(=O)N1C(CCC1)=O 1-methyl-3-(4-((2-oxopyrrolidin-1-yl)carbonyl)benzyl)-1H-imidazol-3-ium chloride